(1S,5R)-1-(3-fluorophenyl)-3-oxabicyclo[3.1.0]hexane FC=1C=C(C=CC1)[C@]12COC[C@@H]2C1